C1(=CC=CC=C1)C1=CC(=C(N=N1)NC1C[C@@H]2[C@@H](CN(C2)CC2=NC=CC=C2)C1)C(F)(F)F (3aR,5s,6aS)-N-(6-phenyl-4-(trifluoro-methyl)pyridazin-3-yl)-2-(pyridin-2-ylmethyl)octahydro-cyclopenta[c]pyrrol-5-amine